[Si](C1=CC=CC=C1)(C1=CC=CC=C1)(C(C)(C)C)OC1(CN(C1)CCNC(OC(C)(C)C)=O)C#N tert-butyl N-(2-{3-[(tert-butyldiphenylsilyl)oxy]-3-cyanoazetidin-1-yl}ethyl)carbamate